C(C)(C)(C)OC(=O)N[C@H](C(=O)O)CC1=CC(=CC(=C1)F)F (S)-2-((tert-butoxycarbonyl)amino)-3-(3,5-difluorophenyl)propanoic acid